4-({[2-(2,6-dioxopiperidin-3-yl)-1-oxo-2,3-dihydro-1H-isoindol-4-yl]oxy}methyl)benzaldehyde O=C1NC(CCC1N1C(C2=CC=CC(=C2C1)OCC1=CC=C(C=O)C=C1)=O)=O